CO[C@@H](C(=O)C1C(C2=CC=C(C=C2C1=O)S(=O)(=O)C=1C=C2C(C(C(C2=CC1)=O)C([C@@H](C1=CC=CC=C1)OC)=O)=O)=O)C1=CC=CC=C1 2-[(2R)-2-methoxy-2-phenylacetyl]-5-({2-[(2R)-2-methoxy-2-phenylacetyl]-1,3-dioxo-2,3-dihydro-1H-inden-5-yl}sulfonyl)-2,3-dihydro-1H-indene-1,3-dione